1-(2,5-dichloro-3-(3,6-di-o-tolyl-9H-carbazol-9-yl)phenyl)-9-methyl-3,6-di-o-tolyl-9H-carbazole ClC1=C(C=C(C=C1N1C2=CC=C(C=C2C=2C=C(C=CC12)C1=C(C=CC=C1)C)C1=C(C=CC=C1)C)Cl)C1=CC(=CC=2C3=CC(=CC=C3N(C12)C)C1=C(C=CC=C1)C)C1=C(C=CC=C1)C